FC=1C=CC(=NC1C1=C(C=CC=C1OC)F)N 5-fluoro-6-(2-fluoro-6-methoxyphenyl)pyridin-2-amine